5-(4-chloro-2-fluorophenyl)-2,3-dimethyl-7-((2R,4R)-2-(3-pyridinyl)tetrahydro-2H-pyran-4-yl)pyrido[4,3-d]pyrimidin-4(3H)-one ClC1=CC(=C(C=C1)C1=NC(=CC=2N=C(N(C(C21)=O)C)C)[C@H]2C[C@@H](OCC2)C=2C=NC=CC2)F